FC=1C(=NC(=CC1)F)NN 3,6-difluoro-2-hydrazinopyridine